2-(3-methylimidazol-4-yl)-N-(2-oxo-3,4-dihydro-1H-quinolin-6-yl)-quinoline-4-carboxamide CN1C=NC=C1C1=NC2=CC=CC=C2C(=C1)C(=O)NC=1C=C2CCC(NC2=CC1)=O